2-(3-(7-chloro-6-(4-morpholinophenyl)-2-oxo-1,2-dihydroquinolin-3-yl)phenyl)acetic acid ClC1=C(C=C2C=C(C(NC2=C1)=O)C=1C=C(C=CC1)CC(=O)O)C1=CC=C(C=C1)N1CCOCC1